N,N-diethyl-dodecyl-amine C(C)N(CC)CCCCCCCCCCCC